N-(4-(4-amino-7-oxo-3-(4-((tetrahydro-2H-pyran-4-yl)oxy)phenyl)-6,7-dihydro-2H-pyrazolo[3,4-d]pyridazin-2-yl)phenyl)acrylamide NC=1C=2C(C(NN1)=O)=NN(C2C2=CC=C(C=C2)OC2CCOCC2)C2=CC=C(C=C2)NC(C=C)=O